ethyl 3-(6-(benzo[d]thiazol-2-ylamino) pyridin-3-yl)-6-bromopyrazolo[5,1-b]thiazole-7-carboxylate S1C(=NC2=C1C=CC=C2)NC2=CC=C(C=N2)C=2N1C(SC2)=C(C(=N1)Br)C(=O)OCC